FC1=C(C=C(C=C1)C#N)S(=O)(=O)N 2-fluoro-5-cyanobenzenesulfonamide